(cyclohexylmethyl)-4-(3,4-dichlorophenyl)-1-(6-methyl-2-oxo-1,2-dihydroquinoline-4-carbonyl)piperazine-2-carboxamide C1(CCCCC1)CC1(N(CCN(C1)C1=CC(=C(C=C1)Cl)Cl)C(=O)C1=CC(NC2=CC=C(C=C12)C)=O)C(=O)N